tert-Butyl (3-(4-hydroxy-2-methylbutan-2-yl)phenyl)carbamate OCCC(C)(C)C=1C=C(C=CC1)NC(OC(C)(C)C)=O